C1=CC=C2C(=C1)C=C(N2)C3=NN=NC=C3 indolyltriazine